The molecule is a member of the class of indoles that is 1H-indole which is substituted at position 1 by a 5-fluoropentyl group and a position 3 by an o-fluorobenzoyl group. It is a selective agonist for the CB1 cannabinoid receptor; Ki values for the CB1 and CB2 receptors are 0.08 and 1.44 nM, respectively. It has a role as a cannabinoid receptor agonist. It is a member of indoles, an aromatic ketone, an organoiodine compound, an organofluorine compound and a synthetic cannabinoid. C1=CC=C2C(=C1)C(=CN2CCCCCF)C(=O)C3=CC=CC=C3I